C1(=CC=CC=C1)N(C=1C=CC=2N(C3=CC=C(C=C3C2C1)N(C1=CC=CC=C1)C1=CC=CC=C1)C1=CC=C(C=C1)C1=C(C(=CC(=C1)C=1C(=NC(=CC1)C)C)C1=CC=C(C=C1)N1C2=CC=C(C=C2C=2C=C(C=CC12)N(C1=CC=CC=C1)C1=CC=CC=C1)N(C1=CC=CC=C1)C1=CC=CC=C1)C#N)C1=CC=CC=C1 4,4''-bis(3,6-bis(diphenylamino)-9H-carbazol-9-yl)-5'-(2,6-dimethylpyridin-3-yl)-[1,1':3',1''-terphenyl]-2'-carbonitrile